N-((3-chloro-4-fluorophenyl)(5-methyl-4-(methylsulfonyl)-1H-imidazol-2-yl)methyl)-3-cyclopropyl-5-fluoropyridin-2-amine ClC=1C=C(C=CC1F)C(NC1=NC=C(C=C1C1CC1)F)C=1NC(=C(N1)S(=O)(=O)C)C